NC1=NC=CC(=N1)C=1C2=C(C(=NC1)NCC=1C=C(C(=O)NC3CC4(CN(C4)CCF)C3)C=CC1)CCO2 3-(((7-(2-aminopyrimidin-4-yl)-2,3-dihydrofuro[3,2-c]pyridin-4-yl)amino)methyl)-N-(2-(2-fluoroethyl)-2-azaspiro[3.3]heptan-6-yl)benzamide